C(=C\CC)/OO\C(=C/CC)\C1=C(C=C(C=C1)C(C)C)O 2-[(Z)-1-[(E)-But-1-enyl]peroxybut-1-enyl]-5-propan-2-ylphenol